I.S1C(=C(C(=C1)N)N)C=1SC=CC1 bithiophenediamine hydroiodide